CC=1C=C2C(C=C(OC2=C(C1)C(C)NC1=C(C(=O)O)C=CC=C1)N1CCS(CC1)=O)=O 2-[1-[6-Methyl-4-oxo-2-(1-oxo-1,4-thiazinan-4-yl)chromen-8-yl]ethylamino]benzoic acid